FC=1C=NN(C1C1=CC(=C2C(=N1)C(=NN2CC(F)(F)F)C2=CC=NN2)N2[C@@H](C[C@@H](CC2)O)C)C (2R,4R)-1-(5-(4-fluoro-1-methyl-1H-pyrazol-5-yl)-3-(1H-pyrazol-5-yl)-1-(2,2,2-Trifluoroethyl)-1H-pyrazolo[4,3-b]pyridin-7-yl)-2-methylpiperidin-4-ol